[S+2].[SH-].[Na+].[SH-].[SH-] sodium hydrosulfide sulfur